1-(4-chloro-1,3-diphenyl-1H-pyrazol-5-yl)-3-((3s,4r)-4-(3,4-difluorophenyl)-1-(2-methoxyethyl)pyrrolidin-3-yl)urea ClC=1C(=NN(C1NC(=O)N[C@@H]1CN(C[C@H]1C1=CC(=C(C=C1)F)F)CCOC)C1=CC=CC=C1)C1=CC=CC=C1